OCCSSCCO hydroxy-ethyl disulfide